[W].[Cr].[Ti] titanium chromium tungsten